BrCC=1C=C(C(=NC1)F)N1C(NC(CC1)=O)=O 1-(5-(Bromomethyl)-2-fluoropyridin-3-yl)dihydropyrimidine-2,4(1H,3H)-dione